(3-hydroxy-1H-pyrazolyl)-2,3-dihydro-1H-benzazepine-3-Carboxylic acid ethyl ester C(C)OC(=O)C1CN(C2=C(C=C1)C=CC=C2)N2N=C(C=C2)O